CC1=CC=C(C=C1)OP(OC1=CC=C(C=C1)C)(O)=O di(4-methylphenyl)phosphoric acid